rac-(3R,4S)-4-{[5-(2,4-difluoro-phenyl)-isoxazole-3-carbonyl]-amino}-piperidine-3-carboxylic acid (1-pyrimidin-2-yl-cyclopropyl)-amide N1=C(N=CC=C1)C1(CC1)NC(=O)[C@@H]1CNCC[C@@H]1NC(=O)C1=NOC(=C1)C1=C(C=C(C=C1)F)F |r|